N1=[C-]C=NC2=C1C=CO2 furopyrazinid